4-fluoro-5-methoxy-2-[(4-methoxyphenyl)methyl]Isoindoline FC1=C2CN(CC2=CC=C1OC)CC1=CC=C(C=C1)OC